N-[(1S)-2-[[1-[1-(3-chloro-6-oxo-1H-pyridazin-5-yl)ethyl]pyrazol-4-yl]amino]-1-(4-methylcyclohexyl)-2-oxo-ethyl]-4-ethyl-1,2,5-oxadiazole-3-carboxamide ClC1=NNC(C(=C1)C(C)N1N=CC(=C1)NC([C@H](C1CCC(CC1)C)NC(=O)C1=NON=C1CC)=O)=O